C(C)C1=C(C=CC=C1)/C(=C(/C(=O)O)\C#N)/N.N\C(=C(/C(=O)OCC)\C#N)\C1=CC=CC=C1 ethyl (2Z)-3-amino-2-cyano-3-phenylacrylate (ethyl (2Z)-3-amino-2-cyano-3-phenylacrylate)